CC(C(=O)N1CCC2(CC1)CCC1=C2N=C(N=C1NC1=NNC(=C1)C)SC1=CC=C(C=C1)[N+](=O)[O-])(C)C 2,2-dimethyl-1-(4-((5-methyl-1H-pyrazol-3-yl)amino)-2-((4-nitrophenyl)thio)-5,6-dihydrospiro[cyclopenta[d]pyrimidine-7,4'-piperidin]-1'-yl)propan-1-one